N-(3-carbamoylphenyl)-5-chloro-2-(8-fluoro-chroman-4-yl)-4-(trifluoromethyl)benzamide C(N)(=O)C=1C=C(C=CC1)NC(C1=C(C=C(C(=C1)Cl)C(F)(F)F)C1CCOC2=C(C=CC=C12)F)=O